CC(C)OC(=O)C1(CC(C1)O)NC(=O)OCC1=CC=CC=C1 trans-1-{[(benzyloxy)carbonyl]amino}-3-hydroxycyclobutane-1-carboxylic acid propane-2-yl ester